1-amino-2,2-di(hydroxymethyl)propane-1,3-diol NC(C(CO)(CO)CO)O